1,2-bis[beta-(3,5-di-t-butyl-4-hydroxyphenyl)propionyl]hydrazine C(C)(C)(C)C=1C=C(C=C(C1O)C(C)(C)C)CCC(=O)NNC(CCC1=CC(=C(C(=C1)C(C)(C)C)O)C(C)(C)C)=O